3-(acryloyloxy)propionic acid C(C=C)(=O)OCCC(=O)O